1-[3-(Chloromethyl)-4-phenoxyphenyl]-3-(4-methoxyphenyl)-1,3,5-triazinane-2,4,6-trione ClCC=1C=C(C=CC1OC1=CC=CC=C1)N1C(N(C(NC1=O)=O)C1=CC=C(C=C1)OC)=O